C1(CC1)N(C(=O)C1=NC(=CC(=C1)C(=O)N)CC1=CC(=CC=C1)C)C N-cyclopropyl-N-methyl-6-(3-methylbenzyl)pyridine-2,4-dicarboxamide